C(#N)C1(CC1)C=1C=CC(=NC1)C(=O)NC 5-(1-cyanocyclopropyl)-N-methyl-pyridine-2-carboxamide